Cl.N[C@](C(=O)N1CCN(CC1)C(=O)NC1=NC(N(C=C1)C1=CC=C(C=C1)CCN1C[C@H](CC1)N)=O)(CO)C 4-((S)-2-Amino-3-hydroxy-2-methylpropanoyl)-N-(1-(4-(2-((S)-3-aminopyrrolidin-1-yl)ethyl)phenyl)-2-oxo-1,2-dihydropyrimidin-4-yl)piperazine-1-carboxamide hydrochloride salt